N-[[6-(2-azabicyclo[2.2.2]octan-2-ylmethyl)imidazo[1,2-a]pyridin-2-yl]methyl]-4-oxo-pyrido[1,2-a]pyrimidine-2-carboxamide C12N(CC(CC1)CC2)CC=2C=CC=1N(C2)C=C(N1)CNC(=O)C=1N=C2N(C(C1)=O)C=CC=C2